FC(CCS(=O)(=O)O)(C)F.CC=1C=C(C=C(C1)C)I 3,5-dimethyl-iodobenzene 2,2-difluoropropyl-methanesulfonate